N-((3S,4S)-3-((6-(2,6-dichloro-3,5-di-methoxyphenyl)-8-(((1-(2-methoxy-ethyl)-1H-pyrazol-4-yl)methyl)amino)pyrido[3,4-d]pyrimidin-2-yl)amino)tetra-hydroxy-2H-pyran-4-yl)acrylamide ClC1=C(C(=C(C=C1OC)OC)Cl)C1=CC2=C(N=C(N=C2)NC=2C(OC(=C(C2NC(C=C)=O)O)O)(O)O)C(=N1)NCC=1C=NN(C1)CCOC